2-(3-(2-(1H-benzo[d]imidazol-2-yl)-2-cyanovinyl)-2,5-dimethyl-1H-pyrrol-1-yl)-4,5-dimethylthiophene-3-carbonitrile N1C(=NC2=C1C=CC=C2)C(=CC2=C(N(C(=C2)C)C=2SC(=C(C2C#N)C)C)C)C#N